tert-butyl ((1r,4r)-4-((2-(2,6-dioxopiperidin-3-yl)-1-oxoisoindolin-4-yl)(3-(tetrahydro-2H-pyran-4-yl)propyl)amino)cyclohexyl)carbamate O=C1NC(CCC1N1C(C2=CC=CC(=C2C1)N(C1CCC(CC1)NC(OC(C)(C)C)=O)CCCC1CCOCC1)=O)=O